CC=1C=C2C(=NC1)N(C(N2)=O)[C@@H]2CN(CC2)C(=O)OC(C)(C)C tert-Butyl (S)-3-(6-methyl-2-oxo-1,2-dihydro-3H-imidazo[4,5-b]pyridin-3-yl)pyrrolidine-1-carboxylate